8-chloro-3-[5-(difluoromethyl)-1,3,4-thiadiazol-2-yl]-N-[1-(difluoromethyl)cyclopropyl]-[1,2,4]triazolo[4,3-a]pyridine-6-sulfonamide ClC=1C=2N(C=C(C1)S(=O)(=O)NC1(CC1)C(F)F)C(=NN2)C=2SC(=NN2)C(F)F